OC1(CC2(OCCO2)CCC1)CN1C=NC2=C1C=C(C=C2)C#N ((7-hydroxy-1,4-dioxaspiro[4.5]decan-7-yl)methyl)-1H-benzo[d]imidazole-6-carbonitrile